N-(3-chloro-4-(4-(2-chloroacetyl)piperazine-1-carbonyl)phenyl)-5-(4-(difluoromethoxy)-2,3-difluorophenyl)-1-methyl-1H-imidazole-2-carboxamide ClC=1C=C(C=CC1C(=O)N1CCN(CC1)C(CCl)=O)NC(=O)C=1N(C(=CN1)C1=C(C(=C(C=C1)OC(F)F)F)F)C